BrC1=C(C2=C(OCCO2)C=C1Br)C(=O)O 6,7-Dibromo-2,3-dihydro-1,4-benzodioxine-5-carboxylic acid